FC1=CC(=C(C=C1)C=1C2=C(C(=NC1C=1NC3=C(N1)C=CC(=C3)C(C(=O)N)=C)C=3C=C1CCNCC1=CC3)C=CS2)OCCOC [2-[7-[4-fluoro-2-(2-methoxyethoxy)phenyl]-4-(1,2,3,4-tetrahydroisoquinolin-6-yl)thieno[3,2-c]pyridin-6-yl]-3H-benzimidazol-5-yl]prop-2-enamide